(S)-N-(2-(4-bromo-1H-pyrrol-2-yl)ethyl)-2-((tert-butyldimethylsilyl)oxy)-1-(3-chlorophenyl)ethane-1-amine BrC=1C=C(NC1)CCN[C@H](CO[Si](C)(C)C(C)(C)C)C1=CC(=CC=C1)Cl